N-(5-bromo-2-methoxypyridin-3-yl)-2,4-difluorobenzamide BrC=1C=C(C(=NC1)OC)NC(C1=C(C=C(C=C1)F)F)=O